rac-3-butyl-5-(4-fluorophenyl)-8-hydroxy-3-methyl-7-(methylsulfanyl)-2,3,4,5-tetrahydro-1,5-benzothiazepine 1,1-dioxide C(CCC)[C@]1(CS(C2=C(N(C1)C1=CC=C(C=C1)F)C=C(C(=C2)O)SC)(=O)=O)C |r|